C(CCCCCCCCCC)N undecylamin